5-tert-butyl-2-(4-methoxyphenyl)pyrazol-3-amine C(C)(C)(C)C=1C=C(N(N1)C1=CC=C(C=C1)OC)N